rac-(1R,3S)-3-(2-aminopyrimidin-5-yl)cyclopentan-1-ol NC1=NC=C(C=N1)[C@@H]1C[C@@H](CC1)O |r|